1-[(6-{[4-cyclopentyl-5-(trifluoromethyl)pyridin-2-yl]methoxy}-1-methyl-3,4-dihydronaphthalen-2-yl)methyl]-N-methylazetidine-3-carboxamide C1(CCCC1)C1=CC(=NC=C1C(F)(F)F)COC=1C=C2CCC(=C(C2=CC1)C)CN1CC(C1)C(=O)NC